tert-butyl-4-(2-nitrobenzene sulfonamido)piperidine-1-carboxylate C(C)(C)(C)OC(=O)N1CCC(CC1)NS(=O)(=O)C1=C(C=CC=C1)[N+](=O)[O-]